N12CCN(C(CC1)CC2)C(=O)N2N=C(C=1[C@H]3CC[C@H](C21)C3)C3=CC=C(C=C3)F (S,S)-(1,4-diazabicyclo[3.2.2]nonan-4-yl)(3-(4-fluorophenyl)-4,5,6,7-tetrahydro-1H-4,7-methanoindazol-1-yl)methanone